6-(3-(4-(azetidin-1-ylmethyl)phenyl)-4-isopropyl-1H-pyrazol-5-yl)-8-methyl-[1,2,4]triazolo[1,5-a]pyridine N1(CCC1)CC1=CC=C(C=C1)C1=NNC(=C1C(C)C)C=1C=C(C=2N(C1)N=CN2)C